CN1C(=CC2=CC=C(C=C12)C(=O)OC)C methyl 1,2-dimethyl-1H-indole-6-carboxylate